di(12-hydroxy-9-octadecenyl) phosphate P(=O)(OCCCCCCCCC=CCC(CCCCCC)O)(OCCCCCCCCC=CCC(CCCCCC)O)[O-]